3-methyl-pentyn-1-ol CC(C#CO)CC